N-(4-(dimethylphosphino)-3-(trifluoromethyl)phenyl)-1-(1-carbonyl-1,2-dihydroisoquinolin-5-yl)-5-(trifluoromethyl)-1H-pyrazole-4-carboxamide CP(C1=C(C=C(C=C1)NC(=O)C=1C=NN(C1C(F)(F)F)C1=C2C=CNC(C2=CC=C1)=C=O)C(F)(F)F)C